1-(4-Nitrobenzyl)piperidin-4-amine [N+](=O)([O-])C1=CC=C(CN2CCC(CC2)N)C=C1